C(C=1C(=C(C(=CC1)[2H])[2H])[2H])([2H])([2H])[2H] Toluen-d6